(2,4-dicumylphenoxy)-1,3-dinitrobenzene C(C)(C)(C1=CC=CC=C1)C1=C(OC2=C(C=CC=C2[N+](=O)[O-])[N+](=O)[O-])C=CC(=C1)C(C)(C)C1=CC=CC=C1